(5-cyclopropylpyridin-2-yl)-2-((s)-4,4-difluoro-3-(6-oxo-1,6-dihydropyridin-3-yl)piperidin-1-yl)propanamide C1(CC1)C=1C=CC(=NC1)C(C(=O)N)(C)N1C[C@@H](C(CC1)(F)F)C1=CNC(C=C1)=O